O(C1=CC=CC=C1)C1=C(C=2C(C3=CC=CC=C3C(C2C(=C1)F)=O)=O)F 2-phenoxy-1,4-difluoroanthraquinone